6-methyl-4-(1-methylcyclopropoxy)-2-(methylthio)pyrido[4,3-d]pyrimidin-5(6H)-one CN1C(C2=C(N=C(N=C2OC2(CC2)C)SC)C=C1)=O